6-chloro-N4-[3,5-difluoro-4-[(3-methyl-1H-pyrrolo[2,3-b]pyridin-4-yl)oxy]phenyl]-2,4-pyrimidinediamine ClC1=CC(=NC(=N1)N)NC1=CC(=C(C(=C1)F)OC1=C2C(=NC=C1)NC=C2C)F